FC1=C2C=CNC2=CC(=C1OC1=CC2=C(CCCN3C2=NC(=C3)C(C)C=3C(=C(C=CC3)CCC(=O)O)F)C=C1)F 3-[3-[1-[10-[(4,6-difluoro-1H-indol-5-yl)oxy]-6,7-dihydro-5H-imidazo[2,1-a][2]benzazepin-2-yl]ethyl]-2-fluoro-phenyl]propanoic acid